ClC1=CC=C2C(=CNC2=C1)S(=O)(=O)NC1=NC=C(C(=N1)OC)C(C)(F)F 6-chloro-N-[5-(1,1-difluoroethyl)-4-methoxy-pyrimidin-2-yl]-1H-indole-3-sulfonic acid amide